(1-Cyclopropylpyrazol-3-yl)-2-methyl-propan-1-one C1(CC1)N1N=C(C=C1)C(C(C)C)=O